tert-butyl (5-bromobicyclo[4.2.0]octan-1(6),2,4-trien-2-yl)carbamate BrC1=CC=C(C=2CCC12)NC(OC(C)(C)C)=O